NC1=CC(=NC=C1)C(=O)NC(C#C)(C)C 4-amino-N-(1,1-dimethylprop-2-ynyl)pyridine-2-carboxamide